4-(4-(4-fluorophenyl)-1-((2-methyl-2H-tetrazol-5-yl)methyl)-1H-imidazole-5-yl)-1H-pyrrolo[2,3-b]Pyridine FC1=CC=C(C=C1)C=1N=CN(C1C1=C2C(=NC=C1)NC=C2)CC=2N=NN(N2)C